FC1=C(C=C(C(=C1)C)C1=NC=CC=N1)NC(=O)N1C2CC(CC1(C2)C(=O)O)C trans-6-((2-fluoro-4-methyl-5-(pyrimidin-2-yl)phenyl)carbamoyl)-3-methyl-6-azabicyclo[3.1.1]heptane-1-carboxylic acid